2-(1-((2-(trimethylsilyl)ethoxy)methyl)-1H-pyrazol-4-yl)-8,9-dihydro-4H-thieno(2,3-c)chromene-4,6(7H)-dione C[Si](CCOCN1N=CC(=C1)C1=CC2=C(C(OC=3C(CCCC23)=O)=O)S1)(C)C